BrCC(CCCC)CCCCCC 5-(bromomethyl)undecane